C(C1=CC=CC=C1)C1CC2(CCN(C2)C2=NC=NC=C2OC2=C(C=C(C=C2)F)Cl)CC1 7-benzyl-2-(5-(2-chloro-4-fluorophenoxy)pyrimidin-4-yl)-2-azaspiro[4.4]Nonane